3-(Mesyloxymethyl)-3-methyloxetane S(=O)(=O)(C)OCC1(COC1)C